ClC1=NN2C(C(=N1)N[C@@H]1CCC3=CC=CC=C13)=CC=C2[C@H]2[C@@H]([C@@H]([C@H](C2)CO)O)O (1R,2S,3S,5R)-3-(2-chloro-4-(((R)-2,3-dihydro-1H-inden-1-yl)amino)pyrrolo[2,1-f][1,2,4]triazin-7-yl)-5-(hydroxymethyl)cyclopentane-1,2-diol